N-(4-((4-fluorotetrahydro-2H-pyran-4-yl)methylamino)-3-nitrobenzenesulfonyl)benzamide FC1(CCOCC1)CNC1=C(C=C(C=C1)S(=O)(=O)NC(C1=CC=CC=C1)=O)[N+](=O)[O-]